[2-({2-[(6-methoxy-2-methyl-1,2,3,4-tetrahydroisoquinolin-7-yl)amino]quinazolin-7-yl}-amino)pyridin-4-yl]methanol COC=1C=C2CCN(CC2=CC1NC1=NC2=CC(=CC=C2C=N1)NC1=NC=CC(=C1)CO)C